ClC=1C=C(C=CC1CCC(C)(C)C)C12NOCC1CC(CC2)(F)F 7a-[3-chloro-4-(3,3-dimethyl-butyl)phenyl]-5,5-difluoro-octahydro-benzo[c]isoxazole